[Cl-].C[N+](CC=C)(CC=C)C Dimethyl-diallyl-ammonium chloride